CC1=NC=C(C(C1OCC)=O)OCC 2-methyl-3,5-diethoxypyridine-4-one